4,4-Difluoro-N-{4-[3-(2-fluoroanilino)-5,6,6-trimethyl-4-oxo-4,5,6,7-tetrahydro-1H-pyrrolo[3,2-c]pyridin-2-yl]pyridin-2-yl}-2-(4-fluorophenyl)butanamid FC(CC(C(=O)NC1=NC=CC(=C1)C1=C(C=2C(N(C(CC2N1)(C)C)C)=O)NC1=C(C=CC=C1)F)C1=CC=C(C=C1)F)F